(2R,4R)-6-chloro-4-hydroxy-N-(3-{4-[(1S,3R)-3-(trifluoromethoxy)cyclopentyl]-1H-1,2,3-triazol-1-yl}bicyclo[1.1.1]pentan-1-yl)-3,4-dihydro-2H-1-benzopyran-2-carboxamide ClC=1C=CC2=C([C@@H](C[C@@H](O2)C(=O)NC23CC(C2)(C3)N3N=NC(=C3)[C@@H]3C[C@@H](CC3)OC(F)(F)F)O)C1